1-[3-[(2S,4S)-4-fluoropyrrolidin-2-yl]-6-[5-[(6-methylpyridazin-3-yl)amino]benzimidazol-1-yl]-2-pyridyl]-5-methyl-pyrazole-3-carbonitrile F[C@H]1C[C@H](NC1)C=1C(=NC(=CC1)N1C=NC2=C1C=CC(=C2)NC=2N=NC(=CC2)C)N2N=C(C=C2C)C#N